C1(CC1)C1N(CCNC1)C1CCN(CC1)C1(CC=C(C=C1NC1=NC=NC(=C1)N1OCC[C@@H]1C1=CC(=CC(=C1)F)F)C(C(=O)N)=C)OC 2-(4-(4-(cyclopropylpiperazine-1-yl)piperidine-1-yl)-5-((6-((R)-3-(3,5-difluorophenyl)isoxazolidine-2-yl)pyrimidine-4-yl)amino)-4-methoxyphenyl)acrylamide